2,4-Difluoro-N-(2-(methylamino)-5-(4-(piperazin-1-yl)quinazolin-6-yl)pyridin-3-yl)benzenesulfonamide trifluoroacetate FC(C(=O)O)(F)F.FC1=C(C=CC(=C1)F)S(=O)(=O)NC=1C(=NC=C(C1)C=1C=C2C(=NC=NC2=CC1)N1CCNCC1)NC